phosphorodithioic acid, O,O-diethyl S-[[(4-chlorophenyl)thio]methyl] ester P(OCC)(OCC)(=S)SCSC1=CC=C(C=C1)Cl